C1(CCCC2C(CCCC12)CO)CO 5-decalin-dimethanol